C(C)(=O)OC1(CCCCC1)C(C)(C)C t-butyl-1-cyclohexyl acetate